difluoro(sulfoacetic acid) borate B(O)(O)O.FC(C(=O)O)(S(=O)(=O)O)F